ethyl 2-(4-amino-6-(methoxymethyl)-9H-pyrimido[4,5-b]indol-9-yl)acetate NC1=NC=NC=2N(C3=CC=C(C=C3C21)COC)CC(=O)OCC